C(\C=C\C(=O)OC)(=O)OCCN1C([C@@H]([C@@H](C1=O)C)C)=O (3R,4S)-3,4-dimethyl-2,5-dioxopyrrolidin-1-ylethyl methyl fumarate